COC([C@H](CO)N1C(C2=CC(=CC=C2C1)Br)=O)=O (2S)-2-(6-bromo-1-oxo-2,3-dihydro-1H-isoindol-2-yl)-3-hydroxypropionic acid methyl ester